C[C@@H]1O[C@@H](CN(C1)C1=NC2=CC=C(C=C2C=C1)NC1CC2(CC(C2)NC(OC(C)(C)C)=O)C1)C tert-butyl (6-((2-((2S,6R)-2,6-dimethylmorpholino) quinolin-6-yl)amino)spiro[3.3]heptan-2-yl)carbamate